O=C1NC(CCC1N1C(C2=CC=C(C=C2C1)NS(=O)(=O)C1=CC=C(C=C1)F)=O)=O N-(2-(2,6-dioxo-piperidin-3-yl)-1-oxoisoindolin-5-yl)-4-fluoro-benzenesulfonamide